tert-Butyl N-({rac-(1S,3S,4S)-4-[tert-butyl(dimethyl)silyl]oxy-3-methylcyclohexyl}-carbamothioyl)carbamate [Si](C)(C)(C(C)(C)C)O[C@@H]1[C@H](C[C@H](CC1)NC(=S)NC(OC(C)(C)C)=O)C |r|